BrC1=C(C(=C(C=C1)C=C1CN(C1)CCCF)F)F 3-[(4-bromo-2,3-difluoro-phenyl)methylene]-1-(3-fluoropropyl)azetidine